4-(2-(trifluoromethoxy)phenyl)piperidine-1-carboxylic acid tert-butyl ester C(C)(C)(C)OC(=O)N1CCC(CC1)C1=C(C=CC=C1)OC(F)(F)F